5-(3-(((1r,4r)-4-(5-chloro-2-methylnicotinamido)cyclohexyl)methyl)-2-oxo-2,3-dihydro-1H-benzo[d]imidazol-1-yl)picolinamide ClC=1C=NC(=C(C(=O)NC2CCC(CC2)CN2C(N(C3=C2C=CC=C3)C=3C=CC(=NC3)C(=O)N)=O)C1)C